C(C)(C)C1=CC=2C(C3=CC=C(C=C3NC2C=C1)N1CCNCC1)(C)C 2-Isopropyl-9,9-dimethyl-6-(piperazin-1-yl)-9,10-dihydroacridine